4-(3-(2-hydroxyphenyl)-3-oxoprop-1-en-1-yl)-N-(4-methoxyphenylethyl)benzamide OC1=C(C=CC=C1)C(C=CC1=CC=C(C(=O)NCCC2=CC=C(C=C2)OC)C=C1)=O